O1CCOC12CN(CC2C(=O)[O-])C(=O)OCC2=CC=CC=C2 7-benzyl 1,4-dioxa-7-azaspiro[4.4]nonane-7,9-dicarboxylate